4-(4-Benzyl-3-oxopiperazin-1-yl)-6-fluoro-1-methyl-3-nitro-1,2-dihydrochinolin-2-on C(C1=CC=CC=C1)N1C(CN(CC1)C1=C(C(N(C2=CC=C(C=C12)F)C)=O)[N+](=O)[O-])=O